2-(4-(8-((4-isopropoxybenzyl)amino)quinolin-4-yl)-1H-pyrazol-1-yl)ethan-1-ol C(C)(C)OC1=CC=C(CNC=2C=CC=C3C(=CC=NC23)C=2C=NN(C2)CCO)C=C1